2'-O-methyl inosine-5'-triphosphate 4-thio-uridine-5'-triphosphate P(O)(=O)(OP(=O)(O)OP(=O)(O)O)OC[C@@H]1[C@H]([C@H]([C@@H](O1)N1C(=O)NC(=S)C=C1)O)O.P(O)(=O)(OP(=O)(O)OP(=O)(O)O)OC[C@@H]1[C@H]([C@H]([C@@H](O1)N1C=NC=2C(O)=NC=NC12)OC)O